1,2,3,4-tetrahydro-2-naphthol C1C(CCC2=CC=CC=C12)O